1-methylpyrrolidine N-oxide C[N+]1(CCCC1)[O-]